3',5'-difluoro-2-methyl-[1,1'-biphenyl]-4,4'-dicarboxylic acid methyl ester COC(=O)C1=CC(=C(C=C1)C1=CC(=C(C(=C1)F)C(=O)O)F)C